C12CCCC(CC1)N2CC2=CC(=C1CN(C(C1=C2)=O)C2=CC(=CC=C2)C2(COC2)CC2=NN=CN2C)C(F)(F)F 6-((8-azabicyclo[3.2.1]octan-8-yl)methyl)-2-(3-(3-((4-methyl-4H-1,2,4-triazol-3-yl)methyl)oxetan-3-yl)phenyl)-4-(trifluoromethyl)isoindolin-1-one